O=C1N(C(C2=CC=CC=C12)=O)OC(=O)C1N(CCCC1)C(=O)OC(C)(C)C tert-butyl 2-{[(1,3-dioxo-1,3-dihydro-2H-isoindol-2-yl)oxy]carbonyl}piperidine-1-carboxylate